3-(6-(1H-pyrazol-1-yl)pyrid-3-yl)-1-(2,6-difluorobenzyl)-5-((dimethylamino)methyl)-6-(4-aminophenyl)thieno[2,3-d]pyrimidine-2,4(1H,3H)-dione N1(N=CC=C1)C1=CC=C(C=N1)N1C(N(C2=C(C1=O)C(=C(S2)C2=CC=C(C=C2)N)CN(C)C)CC2=C(C=CC=C2F)F)=O